CC1=CC(=NC(=C1)N(CC(C)(C)C)C)C(=O)NC1=CC=C(C(=O)O)C=C1 4-(4-Methyl-6-(methyl-(neopentyl)amino)pyridinamido)benzoic acid